2-bromomethylidenenonanoic acid BrC=C(C(=O)O)CCCCCCC